NC1=NC(=NN1C(=O)C1=CC(=C(C=C1)NC(=O)C=1SC=CC1)F)C1=NC=CC=C1 N-(4-(5-amino-3-(pyridin-2-yl)-1H-1,2,4-triazole-1-carbonyl)-2-fluorophenyl)thiophene-2-carboxamide